C(C=C)SCC(=O)C1=NC=CC=N1 2-allylthio-1-(pyrimidin-2-yl)ethane-1-one